butyl adamantane-2-carboxylate C12C(C3CC(CC(C1)C3)C2)C(=O)OCCCC